5-((Isobutylamino)methyl)-N-(3-((1s,3s)-3-methyl-1-(4-methyl-4H-1,2,4-triazol-3-yl)cyclobutyl)phenyl)-2-oxo-1-(2,2,2-trifluoroethyl)-1,2-dihydropyridine-3-carboxamide C(C(C)C)NCC=1C=C(C(N(C1)CC(F)(F)F)=O)C(=O)NC1=CC(=CC=C1)C1(CC(C1)C)C1=NN=CN1C